N-(4,5-Dichloro-2-fluorophenyl)-1-fluoro-4-(3-hydroxyprop-1-yn-1-yl)-6,7,8,9-tetrahydro-5H-5,8-epiminocyclohepta[c]pyridine-10-carboxamide ClC1=CC(=C(C=C1Cl)NC(=O)N1C2CCC1CC=1C(=NC=C(C12)C#CCO)F)F